endo-8-[7-(4-chloro-2,7-dimethyl-2H-indazol-5-yl)-5H-pyrrolo[2,3-b]pyrazin-3-yl]-8-azabicyclo[3.2.1]octan-3-amine ClC=1C2=CN(N=C2C(=CC1C1=CNC2=NC(=CN=C21)N2C1CC(CC2CC1)N)C)C